7-(2,2-difluorocyclopropyl)-5-fluoro-2-(((3R,4R)-3-fluoro-1-(methylsulfonyl)piperidin-4-yl)amino)pyrrolo[2,1-f][1,2,4]triazine-6-carbonitrile FC1(C(C1)C1=C(C(=C2C=NC(=NN21)N[C@H]2[C@@H](CN(CC2)S(=O)(=O)C)F)F)C#N)F